C1(CC1)C1=CN(C(C2=C1N=C(N=C2)NC=2C=NN(C2)C2CCNCC2)=O)C2=C(C=CC=C2Cl)Cl 8-cyclopropyl-6-(2,6-dichlorophenyl)-2-[[1-(4-piperidyl)pyrazol-4-yl]amino]pyrido[4,3-d]pyrimidin-5-one